C(C)OCOCCCC(CC(CC(CC(CCC)C)C)C)C 4,6,8,10-tetramethyltridecyl ethoxymethyl ether